tert-Butyl N-[5-[2-chloro-4-[2-[[3-(3,3-dimethylcyclobutyl) isoxazol-5-yl]amino]-2-oxo-ethyl] phenyl]-4-cyano-2-isopropyl-pyrazol-3-yl]carbamate ClC1=C(C=CC(=C1)CC(=O)NC1=CC(=NO1)C1CC(C1)(C)C)C=1C(=C(N(N1)C(C)C)NC(OC(C)(C)C)=O)C#N